methyl (R)-4-(N-((5-cyclohexylpyridin-2-yl)methyl)-1-((perfluorophenyl)sulfonyl)azetidine-2-carboxamido)-3-fluorobenzoate C1(CCCCC1)C=1C=CC(=NC1)CN(C(=O)[C@@H]1N(CC1)S(=O)(=O)C1=C(C(=C(C(=C1F)F)F)F)F)C1=C(C=C(C(=O)OC)C=C1)F